[Pd](Cl)Cl.C(C)(C)(C)P([C-]1C=CC=C1)C(C)(C)C.[C-]1(C=CC=C1)P(C(C)(C)C)C(C)(C)C.[Fe+2] [1,1'-bis(di-t-butylphosphino)ferrocene] palladium (II) dichloride